O=C1C=CC(=NN1)N1C(C2=CC=CC=C2C1)=O 2-(6-oxo-1,6-dihydropyridazin-3-yl)isoindolin-1-one